6-[(6Ar,10aR)-1-hydroxy-6,6,9-trimethyl-6a,7,10,10a-tetrahydrobenzo[c]chromen-3-yl]-6-methylheptanenitrile OC1=C2[C@H]3[C@H](C(OC2=CC(=C1)C(CCCCC#N)(C)C)(C)C)CC=C(C3)C